8-fluoro-2,2-dimethyl-4-((trimethylsilyl)ethyl)-2H-benzo[e][1,3]thiazine FC1=CC=CC=2C(=NC(SC21)(C)C)CC[Si](C)(C)C